COC(C1=C(C(=NC(=C1)Cl)C[C@@]1(C[C@H](N(CC1)CC1=C(C(=CC=C1)Cl)F)C)C(=O)OC(C)(C)C)F)=O Methyl-2-(((2R,4R)-4-(tert-butoxycarbonyl)-1-(3-chloro-2-fluorobenzyl)-2-methylpiperidin-4-yl) methyl)-6-chloro-3-fluoroisonicotinate